NCC(C(=O)O)N1C(C=CC1=O)=O 3-amino-2-(2,5-dioxo-2,5-dihydro-1H-pyrrol-1-yl)propionic acid